N-ethyl-3-hydroxy-4-(prop-2-ynylamino)benzamide C(C)NC(C1=CC(=C(C=C1)NCC#C)O)=O